CC1NCCC2(C1)OCC(C1=C2SC(=C1)C(F)(F)F)O 2'-methyl-2-(trifluoromethyl)spiro[4,5-dihydrothieno[2,3-c]pyran-7,4'-piperidine]-4-ol